C12CN(CC(CC1)N2)C2=NC(=NC1=C(C(=C(C=C21)C(F)(F)F)C2=CC=C(C1=C2N=C(S1)N)F)F)OCC12CCCN2CCC1 4-(4-(3,8-diazabicyclo[3.2.1]octan-3-yl)-8-fluoro-2-((tetrahydro-1H-pyrrolizin-7a(5H)-yl)methoxy)-6-(trifluoromethyl)quinazolin-7-yl)-7-fluorobenzo[d]thiazol-2-amine